2-((3R)-piperidin-3-yl)acetic acid methyl ester hydrochloride Cl.COC(C[C@@H]1CNCCC1)=O